FC(C1C2CC(CC12)NC(C)=O)(F)F N-((3r,6r)-6-(trifluoromethyl)bicyclo[3.1.0]hexan-3-yl)acetamide